C(C)S(=O)(=O)NC1=C(C=C(C=C1)C1=C2C(=NC(=C1)NC(=O)C1CC1)NC=C2)F N-(4-(4-(ethylsulfonylamino)-3-fluorophenyl)-1H-pyrrolo[2,3-b]pyridin-6-yl)cyclopropylcarboxamide